N-(5-fluoro-2-methyl-4-(trifluoromethyl)phenyl)acetamide FC=1C(=CC(=C(C1)NC(C)=O)C)C(F)(F)F